(2S)-2-[9H-fluoren-9-ylmethoxycarbonyl-(methyl)amino]-3-(2-thienyl)propanoic acid C1=CC=CC=2C3=CC=CC=C3C(C12)COC(=O)N([C@H](C(=O)O)CC=1SC=CC1)C